3-(3-methoxyphenyl)-propanal COC=1C=C(C=CC1)CCC=O